C1(=CC=C(C2=CC=CC=C12)N(S(=O)(=O)C1=CC=C(C=C1)OC)CC(=O)N1C(SCC1)=O)N(S(=O)(=O)C1=CC=C(C=C1)OC)CC(N1C(SCC1)=O)=O N,N'-(naphthalene-1,4-diyl)bis(4-methoxy-N-(2-oxo-2-(2-oxothiazolidin-3-yl)ethyl)benzenesulfonamide)